ClC1=C(C=C(C(=C1)CC1=C(C=CC=C1C(F)(F)F)F)C)N=CN(C)CC N'-(2-chloro-4-(2-fluoro-6-(trifluoromethyl)benzyl)-5-methylphenyl)-N-ethyl-N-methylformimidamide